(S)-10-((5-chloro-2-(2-methyl-1-oxo-2,9-diazaspiro[5.5]undecan-9-yl)pyrimidin-4-yl)amino)-2,7-dimethyl-2,3-dihydro-[1,4]oxazepino[6,5-c]quinoline-5,6(1H,7H)-dione ClC=1C(=NC(=NC1)N1CCC2(CCCN(C2=O)C)CC1)NC1=CC=2C3=C(C(N(C2C=C1)C)=O)C(OC[C@@H](N3)C)=O